tert-butyl-N-[2-(4-fluorophenyl)ethyl]-N-(3-oxopropyl)carbamate C(C)(C)(C)OC(N(CCC=O)CCC1=CC=C(C=C1)F)=O